(2S)-1-[(4-Methylphenylsulfonyl)oxy]propan-2-ol CC1=CC=C(C=C1)S(=O)(=O)OC[C@H](C)O